OC(CC)C 3-hydroxybutan